COC=1N=CC(=NC1)O[C@@H]1C[C@@H](N(C1)CC1=CN=C(S1)NC(C)=O)C N-(5-(((2S,4R)-4-((5-methoxypyrazine-2-yl)oxy)-2-methylpyrrolidin-1-yl)methyl)thiazol-2-yl)acetamide